ClC=1C=C(C=C(C1OC1=NNC(C(=C1)C1CCCC1)=O)Cl)N1N=C(C(NC1=O)=O)CF 2-(3,5-dichloro-4-((5-cyclopentyl-6-oxo-1,6-dihydropyridazin-3-yl)oxy)phenyl)-6-(fluoromethyl)-1,2,4-triazine-3,5(2h,4h)-dione